Cl[C@H]1[C@@H](CCCC1)Cl trans-1,2-Dichlorocyclohexane